2-(4-(5-chloro-2-(1H-tetrazol-1-yl)phenyl)-2,5-dioxapiperazin-1-yl)-4-methoxy-N-(2-methyl-2H-indazol-5-yl)butanamide ClC=1C=CC(=C(C1)N1CON(CO1)C(C(=O)NC1=CC2=CN(N=C2C=C1)C)CCOC)N1N=NN=C1